ClC=1C2=CN(N=C2C(=C(C1)C1=CC=C(C=C1)[C@H]1[C@@H](CN(CC1)CCO)F)Cl)C(C(=O)NC=1SC=CN1)C1=C2N(C=N1)C[C@@H](C2)F 2-(4,7-Dichloro-6-(4-((3S,4S)-3-fluoro-1-(2-hydroxyethyl)piperidin-4-yl)phenyl)-2H-indazol-2-yl)-2-((R)-6-fluoro-6,7-dihydro-5H-pyrrolo[1,2-c]imidazol-1-yl)-N-(thiazol-2-yl)acetamide